F[C@H]1CN(CC[C@H]1NC1=NN2C(C(=N1)OC)=C(C=C2)C=2C=CC1=C(N(N=N1)[C@@H](C(F)(F)F)C)C2)C N-((3S,4R)-3-fluoro-1-methylpiperidin-4-yl)-4-methoxy-5-(1-((R)-1,1,1-trifluoropropan-2-yl)-1H-benzo[d][1,2,3]triazol-6-yl)pyrrolo[2,1-f][1,2,4]triazin-2-amine